C1=CC(=CC=C1CCCC(=O)NN)N2C(=O)C=CC2=O 4-(4-N-maleimidophenyl)butyric acid hydrazide